O1CCC(=CC1)C1=CN(C2=CC=C(C=C12)N1N=C(C=C1C)C(=O)N)CC1=CC=C(C=C1)C1=CC=C(C=C1)S(=O)(=O)C 1-(3-(3,6-Dihydro-2H-pyran-4-yl)-1-((4'-(methylsulfonyl)-[1,1'-biphenyl]-4-yl)methyl)-1H-indol-5-yl)-5-methyl-1H-pyrazol-3-carboxamid